trans-2-methoxycyclohexylamine hydrochloride Cl.CO[C@H]1[C@@H](CCCC1)N